CC(C)[C@@H](C(=O)N[C@@H](CC(=O)OC)C1=CC=C(C=C1)Cl)NC(=O)OC(C)C The molecule is a methyl 3-(4-chlorophenyl)-3-{[N-(isopropoxycarbonyl)valyl]amino}propanoate resulting from the formal condensation of the carboxylic acid group of N-(isopropoxycarbonyl)-L-valine with the amino group of methyl (3S)-3-amino-3-(4-chlorophenyl)propanoate.